(1S,3aR,7aS)-N-((S)-3-oxo-1-((S)-2-oxopyrrolidin-3-yl)-4-(trifluoromethoxy)butan-2-yl)-2-(2-(trifluoromethyl)thiazole-4-carbonyl)octahydro-1H-isoindole-1-carboxamide O=C([C@H](C[C@H]1C(NCC1)=O)NC(=O)[C@H]1N(C[C@@H]2CCCC[C@H]12)C(=O)C=1N=C(SC1)C(F)(F)F)COC(F)(F)F